2-amino-N-(2-dimethylaminoethyl)-2-ethyl-butyramide NC(C(=O)NCCN(C)C)(CC)CC